ClC=1C=C(C=CC1Cl)C=1N(C(=CC(C1C(=O)O)=O)CN1N=C(C=C1OC(F)F)C(F)(F)F)CC 2-(3,4-dichlorophenyl)-6-((5-(difluoromethoxy)-3-(trifluoromethyl)-1H-pyrazol-1-yl)methyl)-1-ethyl-4-oxo-1,4-dihydropyridine-3-carboxylic acid